6-(1-(4-cyclopropyl-3-methoxybenzyl)-3-(2-isopropylphenyl) piperidin-4-yl)-2,6-diazaspiro[3.3]heptane-2-carboxylate C1(CC1)C1=C(C=C(CN2CC(C(CC2)N2CC3(CN(C3)C(=O)[O-])C2)C2=C(C=CC=C2)C(C)C)C=C1)OC